C1=CC2=C3C(=C1)C(=O)N(C(=O)C3=CC=C2)O N-hydroxy-1,8-naphthalimide